ClC1=NC=C(C(=C1)N1CCC(CC1)(C)CO)C#CC1COCC1 (1-(2-chloro-5-((tetrahydrofuran-3-yl)ethynyl)pyridin-4-yl)-4-methylpiperidin-4-yl)methanol